C(C)(C)(C)C1=NOC(=N1)C1=CC=C(C=C1)C(=O)N1CCN(CC1)C=1OC=2C(=NC(=CC2)Cl)N1 [4-(3-tert-butyl-1,2,4-oxadiazol-5-yl)phenyl]-[4-(5-chlorooxazolo[4,5-b]pyridin-2-yl)piperazin-1-yl]methanone